C(C=CCC)S(=O)(=O)Cl 2-pentenesulfonyl chloride